(1r,4r)-4-((4-(isoindolin-2-ylmethyl)-2-(methylsulfonyl)phenoxy)methyl)-N,N-dimethylcyclohexane-1-carboxamide C1N(CC2=CC=CC=C12)CC1=CC(=C(OCC2CCC(CC2)C(=O)N(C)C)C=C1)S(=O)(=O)C